N,N-bis[(4-methoxyphenyl)methyl]azetidin-3-amine COC1=CC=C(C=C1)CN(C1CNC1)CC1=CC=C(C=C1)OC